C(C)(C)(C)OC(=O)N[C@H](C(=O)O)CCN(C=1SC=CN1)CCCCC1=NC=2NCCCC2C=C1 (S)-2-((tert-butoxycarbonyl)amino)-4-((4-(5,6,7,8-tetrahydro-1,8-naphthyridin-2-yl)butyl)(thiazol-2-yl)amino)butanoic acid